C1=CC=C(C=C1)NC(=O)CC[C@@H](C(=O)O)N The molecule is an L-glutamine derivative obtained by the formal condensation of the side-chain carboxy group of L-glutamic acid with the amino group of aniline. It is an anilide and a L-glutamine derivative. It is a tautomer of a N(5)-phenyl-L-glutamine zwitterion.